(4R,5S)-Methyl 4-(3-bromophenyl)-2-oxooxazolidine-5-carboxylate BrC=1C=C(C=CC1)[C@H]1NC(O[C@@H]1C(=O)OC)=O